CNCC(O)C1=CC(O)=C(O)C=C1 anti-adrenalin